(S)-2-(((benzyloxy)carbonyl)amino)-3-(tert-butoxy)propionic acid C(C1=CC=CC=C1)OC(=O)N[C@H](C(=O)O)COC(C)(C)C